2-(2-chloro-3-pyridyl)acetamide ClC1=NC=CC=C1CC(=O)N